5-(9-(4-fluorobenzyl)-1-methyl-9H-pyrido[3,4-b]indol-3-yl)oxazole FC1=CC=C(CN2C3=C(C4=CC=CC=C24)C=C(N=C3C)C3=CN=CO3)C=C1